[I].COC1=C(CNC2=C3C(=NC=N2)NN=C3I)C=CC(=C1)OC N-(2,4-dimethoxybenzyl)-3-iodo-1H-pyrazolo[3,4-d]pyrimidin-4-amine Iodine